(R)-3-hydroxy-4,4-dimethyl-N-((S)-1-(3-(trifluoromethoxy)phenyl)propyl)pentanamide O[C@H](CC(=O)N[C@@H](CC)C1=CC(=CC=C1)OC(F)(F)F)C(C)(C)C